1,2,4-oxadiazolin-5-one O1N=CNC1=O